Ethyl 3-(4-amino-2-(4-methoxy-1-methyl-6-oxo-1,6-dihydropyridin-3-yl)phenoxy)benzoate NC1=CC(=C(OC=2C=C(C(=O)OCC)C=CC2)C=C1)C1=CN(C(C=C1OC)=O)C